(4-trifluoromethyl-benzyl)-5-fluoro-indoline-2,3-dione FC(C1=CC=C(CN2C(C(C3=CC(=CC=C23)F)=O)=O)C=C1)(F)F